(S)-N-(4-(3-(1-propenylpiperidin-3-yl)pyridin-4-yl)-2-methylbenzyl)-3-(1-methylcyclopropyl)-1,2,4-oxadiazole-5-carboxamide C(=CC)N1C[C@@H](CCC1)C=1C=NC=CC1C1=CC(=C(CNC(=O)C2=NC(=NO2)C2(CC2)C)C=C1)C